tert-butyl (4S)-4-(1-hydroxyethyl)-2,2-dimethyl-oxazolidine-3-carboxylate OC(C)[C@H]1N(C(OC1)(C)C)C(=O)OC(C)(C)C